ClC1=NC=C(C(=C1)C1=C(C=NC(=C1)C)C(=O)NC=1SC2=C(N1)CN(C2)C(=O)C2CC(C2)OC(F)F)OC 2'-Chloro-N-(5-(3-(difluoro-methoxy)cyclobutane-1-carbonyl)-5,6-dihydro-4H-pyrrolo[3,4-d]thiazol-2-yl)-5'-methoxy-6-methyl-[4,4'-bipyridine]-3-carboxamide